(2R,5S)-tert-butyl 4-((3S)-9-chloro-10-(5-chloro-2,4-difluorophenyl)-3-(methoxymethyl)-5-oxo-3,5-dihydro-2H-[1,4]thiazino[2,3,4-ij]quinazolin-7-yl)-2,5-dimethylpiperazine-1-carboxylate ClC=1C=C2C(=NC(N3C2=C(C1C1=C(C=C(C(=C1)Cl)F)F)SC[C@@H]3COC)=O)N3C[C@H](N(C[C@@H]3C)C(=O)OC(C)(C)C)C